N-(4-(2-(2-Acrylamido-3-fluorophenyl)-3H-imidazo[4,5-b]pyridin-7-yl)-2-fluorobenzyl)-3-(tert-butyl)-1,2,4-oxadiazole-5-carboxamide C(C=C)(=O)NC1=C(C=CC=C1F)C1=NC=2C(=NC=CC2C2=CC(=C(CNC(=O)C3=NC(=NO3)C(C)(C)C)C=C2)F)N1